N-(adamantan-2-yl)-4-(4-isopropylphenyl)pyridineamide C12C(C3CC(CC(C1)C3)C2)NC(=O)C2=NC=CC(=C2)C2=CC=C(C=C2)C(C)C